methyl-isonicotinic acid-N-oxide CC1=C(C(=O)O)C=C[N+](=C1)[O-]